C(C)(C)(C)C1(CNCC=2C3=C(C(NC12)=O)SC(=C3)C=3C=NN(C3)C3OCCCC3)O 4-tert-butyl-4-hydroxy-8-(1-tetrahydropyran-2-ylpyrazol-4-yl)-1,2,3,5-tetrahydrothieno[2,3-c][1,6]naphthyridin-6-one